O=C1OC[C@H](N1)CCC(=O)N1CC(C1)C=1C=CC(=NC1)C1(CCC1)C#N 1-[5-[1-[3-[(4R)-2-Oxooxazolidin-4-yl]propanoyl]azetidin-3-yl]-2-pyridyl]cyclobutane-carbonitrile